C(C=C)(=O)N1CCN(CC1)C1=NC(=C(C=2CN(CCC12)C1=CN=CC2=CC=CC=C12)C#N)OC[C@H]1N(CCC1)C (S)-1-(4-acryloylpiperazin-1-yl)-6-(isoquinolin-4-yl)-3-((1-methylpyrrolidin-2-yl)methoxy)-5,6,7,8-tetrahydro-2,6-naphthyridine-4-carbonitrile